4,7,10,13,16-pentaoxanonadec-18-ynoic acid C(CCOCCOCCOCCOCCOCC#C)(=O)O